(S)-6-bromo-1-(2-ethoxypropyl)-2-(tetrahydro-2H-pyran-4-yl)-1H-benzimidazole BrC=1C=CC2=C(N(C(=N2)C2CCOCC2)C[C@H](C)OCC)C1